Br.NC=1C=C(C=CC1)NC1C(NC(CC1)=O)=O 3-((3-aminophenyl)amino)piperidine-2,6-dione hydrobromide